((R)-4-hydroxy-2,2-dimethyl-1-((R)-3-phenylbutyryl)piperidin-4-yl)methyl-6-phenylpyrimidin-4(3H)-one O[C@]1(CC(N(CC1)C(C[C@@H](C)C1=CC=CC=C1)=O)(C)C)CC1=NC(=CC(N1)=O)C1=CC=CC=C1